tert-butyl (S)-2-(5-((6-(tert-butoxycarbonyl)-1,6-diazaspiro[3.3]heptan-1-yl)sulfonyl)-2-(3-hydroxypyrrolidin-1-yl)phenyl)-1H-indole-1-carboxylate C(C)(C)(C)OC(=O)N1CC2(CCN2S(=O)(=O)C=2C=CC(=C(C2)C=2N(C3=CC=CC=C3C2)C(=O)OC(C)(C)C)N2C[C@H](CC2)O)C1